1,2,3,4,6-penta-O-benzoyl-D-glycero-β-D-manno-heptopyranose C(C1=CC=CC=C1)(=O)O[C@H]1[C@@H](OC(C2=CC=CC=C2)=O)[C@@H](OC(C2=CC=CC=C2)=O)[C@H](OC(C2=CC=CC=C2)=O)[C@H](O1)[C@H](OC(C1=CC=CC=C1)=O)CO